O[C@@H](C(=O)NCCCO)C(CO)(C)C (+)-(R)-2,4-dihydroxy-N-(3-hydroxypropyl)-3,3-dimethylbutyramide